ClC1=C(C2=CN(N=C2C(=C1OS(=O)(=O)C(F)(F)F)C#N)CC1=CC=C(C=C1)OC)N1[C@@H](CCC1)C (R)-trifluoromethanesulfonic acid 5-chloro-7-cyano-2-(4-methoxybenzyl)-4-(2-methylpyrrolidin-1-yl)-2H-indazol-6-yl ester